6-methoxy-5-(methylsulfonylamino)pyridine COC1=C(C=CC=N1)NS(=O)(=O)C